(3R,4R)-4-(aminomethyl)-3-hydroxypiperidine-1-carboxylate NC[C@@H]1[C@H](CN(CC1)C(=O)[O-])O